2-Chloro-5-fluoro-N-(4-methoxybenzyl)-N-(2-(5-nitrothiophen-3-yl)acetyl)benzamide ClC1=C(C(=O)N(C(CC2=CSC(=C2)[N+](=O)[O-])=O)CC2=CC=C(C=C2)OC)C=C(C=C1)F